C(CCCCCCC\C=C/CCCCCCCC)OC[C@@H](OCCCCCCCC\C=C/CCCCCCCC)COP(=O)(O)O 1,2-dioleyl-sn-glycero-3-phosphate